Cl.S1C(=CC=C1)C=O (thiophen-2-yl)methanone hydrochloride salt